2-oxoethyl 4-(aminomethyl)benzoate NCC1=CC=C(C(=O)OCC=O)C=C1